methyl N-[5-[6-[(4-cyano-3-ethoxy-phenyl)-methyl-carbamoyl]imidazo[1,2-a]pyridin-3-yl]-2-pyridyl]carbamate C(#N)C1=C(C=C(C=C1)N(C(=O)C=1C=CC=2N(C1)C(=CN2)C=2C=CC(=NC2)NC(OC)=O)C)OCC